4-hydroxy-8-methyl-1,5-naphthyridine OC1=CC=NC2=C(C=CN=C12)C